4-(3,4-dichlorophenyl)-5-phenyl-2-(2-thienylmethyl)imidazole ClC=1C=C(C=CC1Cl)C=1N=C(NC1C1=CC=CC=C1)CC=1SC=CC1